2-(4-(6-((5-fluoro-4-(3-isopropyl-2-methyl-2H-indazol-5-yl)pyrimidin-2-yl)amino)pyridin-3-yl)piperazin-1-yl)acetonitrile FC=1C(=NC(=NC1)NC1=CC=C(C=N1)N1CCN(CC1)CC#N)C1=CC2=C(N(N=C2C=C1)C)C(C)C